BrC1=NOC(C1)C=1C=CC(=C(C1)N(C(OC(C)(C)C)=O)CC1=CC=C(C=C1)C(F)(F)F)C=1N=CN(C1)C tert-butyl N-[5-(3-bromo-4,5-dihydroisoxazol-5-yl)-2-(1-methylimidazol-4-yl)phenyl]-N-[[4-(trifluoromethyl)phenyl]methyl]carbamate